tert-butyl (S)-2-((4-methyl-3-((1-(7-(thiophen-2-yl)quinolin-5-yl)cyclopropyl)carbamoyl)phenoxy)methyl)azetidine-1-carboxylate CC1=C(C=C(OC[C@H]2N(CC2)C(=O)OC(C)(C)C)C=C1)C(NC1(CC1)C1=C2C=CC=NC2=CC(=C1)C=1SC=CC1)=O